C(=O)C1=C(C=CC=C1C=1C=NNC1)NC(C)=O N-[2-formyl-3-(1H-pyrazol-4-yl)phenyl]acetamide